Cl.CN1C=NC2=NC(=CC=C21)N 1-methyl-1H-imidazo[4,5-b]pyridin-5-amine hydrochloride